2-(cyclobutylamino)ethyl (S)-6-diazo-2-((R)-2-methoxypropanamido)-5-oxohexanoate [N+](=[N-])=CC(CC[C@@H](C(=O)OCCNC1CCC1)NC([C@@H](C)OC)=O)=O